ClC1=NC=2CC[C@@](CC2C(=N1)Cl)(C)C1=CC(=CC=C1)F (R)-2,4-dichloro-6-(3-fluorophenyl)-6-methyl-5,6,7,8-tetrahydroquinazoline